OC(C)C=1N(C=CN1)CC1=NOC(=C1)C1=CC=C(C=N1)C#CC#CC 5-(6-(3-((2-(1-hydroxyethyl)-1H-imidazol-1-yl)methyl)isoxazol-5-yl)pyridin-3-yl)pent-2,4-diyn